5-((5-(3,4-difluorophenyl)pyridin-3-yl)oxy)-2-((1-(methyl-sulfonyl)piperidin-4-yl)amino)nicotinonitrile FC=1C=C(C=CC1F)C=1C=C(C=NC1)OC=1C=NC(=C(C#N)C1)NC1CCN(CC1)S(=O)(=O)C